(S)-3-(benzo[d][1,3]dioxol-4-yloxy)-N-benzyl-3-(5-bromothiophen-2-yl)propan-1-amine O1COC2=C1C=CC=C2O[C@@H](CCNCC2=CC=CC=C2)C=2SC(=CC2)Br